methyl 2-([5-(3-benzyloxyphenyl)-1-[(2-chlorophenyl)methyl]1H-pyrazol-3-yl]methoxy)-2-methyl-propanoate C(C1=CC=CC=C1)OC=1C=C(C=CC1)C1=CC(=NN1CC1=C(C=CC=C1)Cl)COC(C(=O)OC)(C)C